(4-((3-(3-chloro-4-methoxyphenyl)imidazo[1,2-a]pyrazin-8-yl)amino)-2-methylphenyl)(4-methylpiperazin-1-yl)methanone ClC=1C=C(C=CC1OC)C1=CN=C2N1C=CN=C2NC2=CC(=C(C=C2)C(=O)N2CCN(CC2)C)C